(4-bromo-1H-pyrazol-1-yl)-2-methylpropanoic acid methyl ester COC(C(C)(C)N1N=CC(=C1)Br)=O